N[C@H]1[C@@H](C1)C1=CC=C(C=C1)NC(C(CC1=CC=CC=C1)NC(OCC1=CC=CC=C1)=O)=O trans-benzyl 1-(4-(2-aminocyclopropyl)phenylamino)-1-oxo-3-phenylpropan-2-ylcarbamate